Phenyl-bis(2,4,6-trimethylbenzoyl)-phosphine oxid C1(=CC=CC=C1)P(C(C1=C(C=C(C=C1C)C)C)=O)(C(C1=C(C=C(C=C1C)C)C)=O)=O